ClC=1N=CC2=C(C=CC(=C2C1)C(C)C)OCC1CCC(N1C)=O 5-(((3-chloro-5-isopropylisoquinolin-8-yl)oxy)methyl)1-methylpyrrolidin-2-one